6-fluoro-7-hydroxyquinoline-2-carboxylic acid FC=1C=C2C=CC(=NC2=CC1O)C(=O)O